C(C)C1=C(C(=O)NCC2CNCC2)C=CC(=C1)NC=1C=2N(C=CN1)C(=CN2)C=2C(=NNC2)C(F)(F)F 2-ethyl-N-(pyrrolidin-3-ylmethyl)-4-((3-(3-(trifluoromethyl)-1H-pyrazol-4-yl)imidazo[1,2-a]pyrazin-8-yl)amino)benzamide